5,5-difluoro-5,6-dihydro-4H-pyrrolo[1,2-b]pyrazole-2-carboxylic acid FC1(CC=2N(N=C(C2)C(=O)O)C1)F